CN1N=CC(=C1C1=CC=2N(C=C1)N=C(C2)NC(=O)C2CC2)OCC2CN(C2)C N-[5-[2-methyl-4-[(1-methylazetidin-3-yl)methoxy]pyrazol-3-yl]pyrazolo[1,5-a]pyridin-2-yl]cyclopropanecarboxamide